OC1=C(C=C(C=C1OC)/C=C/C1=CC=C(C=C1)/C=C/C(=O)C1=CC=C(C=C1)OC)OC (E)-3-[4-[(E)-2-(4-Hydroxy-3,5-dimethoxy-phenyl)vinyl]phenyl]-1-(4-methoxyphenyl)prop-2-en-1-one